3-(1H-benzo[d]imidazol-2-yl)-N-(4-pyridazin-4-ylphenyl)aniline N1C(=NC2=C1C=CC=C2)C=2C=C(NC1=CC=C(C=C1)C1=CN=NC=C1)C=CC2